P(O)(=O)(OP(=O)(O)OP(=O)(O)O)OC[C@@H]1[C@H](C[C@@H](O1)N1C=NC=2C(=S)NC(N)=NC12)O 6-thio-2'-deoxyguanosine-5'-triphosphate